(S)-9-bromo-10-chloro-6-oxo-3,4,12,12a-tetrahydro-6H-benzo[f]pyrazino[2,1-c][1,4]oxazepine-2(1H)-carboxylic acid tert-butyl ester C(C)(C)(C)OC(=O)N1C[C@H]2COC3=C(C(N2CC1)=O)C=CC(=C3Cl)Br